4-((2-(4-(1H-pyrazol-1-yl)phenyl)-6-methylpyrimidine-4-carboxamido)methyl)benzene N1(N=CC=C1)C1=CC=C(C=C1)C1=NC(=CC(=N1)C(=O)NCC1=CC=CC=C1)C